2,4-difluoro-1-(4-nitrophenoxy)benzene FC1=C(C=CC(=C1)F)OC1=CC=C(C=C1)[N+](=O)[O-]